(2S,3R)-3-(2,5-dimethylphenyl)-4-methylpentan-2-ol CC1=C(C=C(C=C1)C)[C@H]([C@H](C)O)C(C)C